8-chloro-6-(3-isopropyl-5-(1-(tetrahydro-2H-pyran-4-yl)piperidin-4-yl)-1H-indol-2-yl)-7-methyl-[1,2,4]triazolo[4,3-a]pyridine ClC=1C=2N(C=C(C1C)C=1NC3=CC=C(C=C3C1C(C)C)C1CCN(CC1)C1CCOCC1)C=NN2